7-benzyloxy-4-[4-(2,2-diethoxyethoxy)phenyl]-1,2-dihydronaphthalene C(C1=CC=CC=C1)OC1=CC=C2C(=CCCC2=C1)C1=CC=C(C=C1)OCC(OCC)OCC